F[C@@H]1C[C@@]2(CCCN2C1)COC1=NC2=C(C(=CC=C2C(=N1)N1CC2CCC(C1)N2C(=O)OC(C)(C)C)C2=CC(=CC1=CC=CC=C21)OCOC)F tert-butyl 3-(2-{[(2R,7aS)-2-fluoro-hexahydro-1H-pyrrolizin-7a-yl]methoxy}-8-fluoro-7-[3-(methoxymethoxy)naphthalen-1-yl]quinazolin-4-yl)-3,8-diazabicyclo[3.2.1]octane-8-carboxylate